C1(=CC=CC=C1)C(C)NC1=C(C=NC2=CC=C(C=C12)C=1C=C2C(=NC1)NN=N2)C#N 4-(1-phenylethylamino)-6-(3H-triazolo[4,5-b]pyridin-6-yl)quinoline-3-carbonitrile